p-tert-butyltrimethylsiloxybenzene C(C)(C)(C)C1=CC=C(C=C1)O[Si](C)(C)C